C1(=CC=CC=C1)C#CC1=C2C(=CN=C1)SC(=C2)C(=O)NC=2C=NC=CC2 4-(phenylethynyl)-N-(pyridin-3-yl)thieno[2,3-c]pyridine-2-carboxamide